(S)-6-(propyl (2-(thiophen-2-yl) ethyl) amino)-5,6,7,8-tetrahydronaphthalen-1-yl 4-p-stearamidobenzamidobutyrate C(CCCCCCCCCCCCCCCCC)(=O)NC1=CC=C(C(=O)NCCCC(=O)OC2=CC=CC=3C[C@H](CCC23)N(CCC=2SC=CC2)CCC)C=C1